1-methyl-1-stearamidoethyl-2-stearylimidazolinium methyl-sulfate COS(=O)(=O)[O-].CC(C)(NC(CCCCCCCCCCCCCCCCC)=O)[NH+]1C(=NCC1)CCCCCCCCCCCCCCCCCC